(6aR,9R)-4-acetyl-5-bromo-N,N-diethyl-7-methyl-4,6,6a,7,8,9-hexahydroindolo[4,3-fg]quinoline-9-carboxamide C(C)(=O)N1C(=C2C3=C(C4=C[C@H](CN([C@@H]4C2)C)C(=O)N(CC)CC)C=CC=C13)Br